1-ethyl-4-hydroxy-3-isopropyl-pyrazol C(C)N1N=C(C(=C1)O)C(C)C